C1(CC1)C1=C(C(=NO1)C1(C(C1)(F)F)C)COC12CCC(CC1)(CC2)C2=NC=1C=CC=C(C1C=C2)C(=O)O 2-(4-((5-cyclopropyl-3-(2,2-difluoro-1-methylcyclopropyl)isoxazol-4-yl)methoxy)bicyclo[2.2.2]oct-1-yl)quinoline-5-carboxylic acid